C(C)C=1N=C2N(C=C(C=N2)C(F)(F)F)C1C(=O)C1=CC(=C(C=C1)OC)I (2-ethyl-6-(trifluoromethyl)imidazo[1,2-a]pyrimidin-3-yl)(3-iodo-4-methoxyphenyl)methanone